O=CNCCCCCCCCCCCC(NCCOCCOCCOCCC(=O)[O-])=O 1,14-dioxo-18,21,24-trioxa-2,15-diazaheptacosan-27-oate